6-chloro-3-(phenylethynyl)furo[3,2-b]pyridine ClC=1C=C2C(=NC1)C(=CO2)C#CC2=CC=CC=C2